CC1(CS(CC1)(=O)=O)N1N=CC(=C1)C1=NC2=CC=C3C(=C2C=2CCCCC12)C=NN3 3-methyl-3-(4-(8,9,10,11-tetrahydro-3H-pyrazolo[4,3-a]phenanthridin-7-yl)-1H-pyrazol-1-yl)tetrahydrothiophene 1,1-dioxide